tert-Butyl (2-(3-((1-(3-bromonaphthalen-1-yl)cyclopropyl)carbamoyl)-4-methyl phenoxy)ethyl)(methyl)carbamate BrC=1C=C(C2=CC=CC=C2C1)C1(CC1)NC(=O)C=1C=C(OCCN(C(OC(C)(C)C)=O)C)C=CC1C